(1R,6S,8R,9R,15R,17R,18R)-8,17-bis(6-amino-9H-purin-9-yl)-18-fluoro-3,12-dihydroxy-2,4,11,13,16-pentaoxa-3λ5,12λ5-diphosphatricyclo[13.3.0.06,9]octadecane-3,12-dione NC1=C2N=CN(C2=NC=N1)[C@@H]1C[C@@H]2COP(O[C@H]3[C@H]([C@@H](O[C@@H]3COP(OC[C@@H]12)(=O)O)N1C2=NC=NC(=C2N=C1)N)F)(=O)O